C(#N)C=1C=C(C=CC1)C=1N=C(SC1C1=CC(=NC(=C1)C)C)NC(=O)N1C[C@@H](CC1)C(C)(C)O (3R)-N-[4-(3-Cyanophenyl)-5-(2,6-dimethyl-4-pyridyl)thiazol-2-yl]-3-(1-hydroxy-1-methyl-ethyl)pyrrolidine-1-carboxamide